ClC1=CC(=C(C=C1)[C@@]1(OC2=C(C=CC=C2C=C1F)C1CCN(CC1)CC1=NC=2C(=NC(=CC2)C(=O)O)N1C[C@H]1OCC1)[2H])F 2-((4-((S)-2-(4-chloro-2-fluorophenyl)-3-fluoro-2H-chromen-8-yl-2-d)piperidine-1-yl)methyl)-3-(((S)-oxetan-2-yl)methyl)-3H-imidazo[4,5-b]pyridine-5-carboxylic acid